2,2,2-trifluoroethyl (S)-2-amino-4-phenylbutanoate N[C@H](C(=O)OCC(F)(F)F)CCC1=CC=CC=C1